C(#C)C(O)CCCCCCCCCC ethynyldecylmethanol